1'-isopropyl-4-methyl-1'H-[1,4'-bipyrazol]-3-amine C(C)(C)N1N=CC(=C1)N1N=C(C(=C1)C)N